methyl 4-formyl-7-methyl-6,7-dihydro-5H-cyclopenta[b]pyridine-2-carboxylate C(=O)C1=C2C(=NC(=C1)C(=O)OC)C(CC2)C